COCCC(=O)C1=CNC2=NC=CC(=C21)N[C@H]2CN(CCC2)C(C=C)=O (R)-1-(3-((3-(3-methoxypropionyl)-1H-pyrrolo[2,3-b]pyridin-4-yl)amino)piperidin-1-yl)prop-2-en-1-one